(4-((2-(1H-pyrazol-4-yl)ethyl)amino)-5,6-dimethylpyrimidin-2-yl)(3-cyclopropyl-3-hydroxyazetidin-1-yl)methanone N1N=CC(=C1)CCNC1=NC(=NC(=C1C)C)C(=O)N1CC(C1)(O)C1CC1